C(C)(=O)N1CC[C@@H]2N(C([C@H](C1)NC(=O)C=1NC3=CC=C(C=C3C1)C(F)(F)P(O)(O)=O)=O)[C@@H](CC2)C(N(C)C)=O ((2-(((5S,8S,10aR)-3-acetyl-8-(dimethylcarbamoyl)-6-oxodecahydro-pyrrolo[1,2-a][1,5]diazocin-5-yl)carbamoyl)-1H-indole-5-yl)difluorometh-yl)phosphonic acid